s-butylmagnesium chloride lithium chloride [Cl-].[Li+].C(C)(CC)[Mg]Cl